lanthanum-iron trioxide [O-2].[O-2].[O-2].[Fe+2].[La+3]